COC=1C=C2CCN(C(C2=CC1)C(F)(F)F)C=O 6-methoxy-1-(trifluoromethyl)-3,4-dihydroisoquinoline-2(1H)-carbaldehyde